O=C1NC(CCC1C=1C=NC(=NC1)N1CCC2(CN(C2)C(=O)[O-])CC1)=O 7-(5-(2,6-dioxopiperidin-3-yl) pyrimidin-2-yl)-2,7-diazaspiro[3.5]nonane-2-carboxylate